4-bromo-2-(bromomethyl)-6-fluorobenzoic acid BrC1=CC(=C(C(=O)O)C(=C1)F)CBr